C(C)(C)(C)OC(=O)NC1=C(C=C2N(C(C(N(C2=C1)C)=O)=O)C)C(=O)OCC ethyl 7-((tert-butoxycarbonyl)amino)-1,4-dimethyl-2,3-dioxo-1,2,3,4-tetrahydroquinoxaline-6-carboxylate